[18F]fluoro-D-glucose [18F]C(=O)[C@H](O)[C@@H](O)[C@H](O)[C@H](O)CO